2-(2-bromo-6-fluorophenyl)propan-2-ol BrC1=C(C(=CC=C1)F)C(C)(C)O